3-[4-(aminomethyl)-2-methyl-pyrazol-2-ium-1-yl]propan-1-ol NCC=1C=[N+](N(C1)CCCO)C